CC1=C(C=C(C=C1)NC(=O)N1CC(=CC1)C(F)(F)F)C1=CC2=C(N=C(N=C2)NC)N=C1C N-(4-methyl-3-(7-methyl-2-(methylamino)pyrido[2,3-d]pyrimidin-6-yl)phenyl)-3-(trifluoromethyl)-2,5-dihydro-1H-pyrrole-1-carboxamide